CN(C)C=1OC(=CN1)C(=O)NCC1=NC(=NO1)C=1C=C2C(=CC=CN2C1SC(F)(F)F)N[C@H]1[C@H](CN(CC1)C)F (dimethylamino)-N-{[3-(8-{[(3S,4R)-3-fluoro-1-methylpiperidin-4-yl]amino}-3-[(trifluoromethyl)sulfanyl]indolizin-2-yl)-1,2,4-oxadiazol-5-yl]methyl}-1,3-oxazole-5-carboxamide